2,3-bis(4-isopropenyl-2-oxazoline-2-yl)butane C(=C)(C)C1N=C(OC1)C(C)C(C)C=1OCC(N1)C(=C)C